4-((3,8-diazabicyclo[3.2.1]octan-3-yl)methyl)-2-(2,6-dioxopiperidin-3-yl)isoindoline-1,3-dione C12CN(CC(CC1)N2)CC2=C1C(N(C(C1=CC=C2)=O)C2C(NC(CC2)=O)=O)=O